COC1=CC=C(C=C1)CN(S(=O)(=O)C1=CC(=C(C=C1)NC1=NC=CC(=C1)C(F)(F)F)C=1N=CN(C1)C)C N-[(4-methoxyphenyl)methyl]-N-methyl-3-(1-methylimidazol-4-yl)-4-[[4-(trifluoromethyl)-2-pyridinyl]amino]benzenesulfonamide